(R)-2-chloro-N-(2-cyano-5-(((tetrahydrofuran-3-yl)methyl)amino)pyridin-4-yl)acetamide ClCC(=O)NC1=CC(=NC=C1NC[C@@H]1COCC1)C#N